pyrimidin-2-yl-carbamic acid tert-butyl ester C(C)(C)(C)OC(NC1=NC=CC=N1)=O